C(C)ONC(C1=CN=C(C=C1)NC1=NC=CC=N1)=O N-ethoxy-6-(pyrimidin-2-ylamino)nicotinamide